5-(4-amino-1,2,5-oxadiazol-3-yl)[1,2,5]oxadiazol NC=1C(=NON1)N1C=CNO1